CC1=C(C(=O)O)C=CC(=C1)S(N)(=O)=O 2-methyl-4-sulfamoylbenzoic acid